C(OF)(OC(CC)C)=O fluoro methylpropyl carbonate